FC1=C(C(=C(C=C1OC)OC)F)N1C(N(C2=C(C1)C=NC1=C2C=C(N1)CN1CCOCC1)CC)=O 3-(2,6-difluoro-3,5-dimethoxyphenyl)-1-ethyl-1,3,4,7-tetrahydro-8-(4-morpholinylmethyl)-2H-pyrrolo[3',2':5,6]pyrido[4,3-d]pyrimidin-2-one